(2S,6R)-tert-butyl 2-((benzyloxy)methyl)-6-ethoxy-1,4-oxazepane-4-carboxylate C(C1=CC=CC=C1)OC[C@H]1OC[C@@H](CN(C1)C(=O)OC(C)(C)C)OCC